N,N'-dioctadecylsebacamide CCCCCCCCCCCCCCCCCCNC(=O)CCCCCCCCC(=O)NCCCCCCCCCCCCCCCCCC